COC=1C(=CC2=C(N=C(N=C2N[C@H](C)C2=C(C(=CC=C2)C(F)(F)F)C)C)N1)C1CCN(CC1)C1CCOCC1 (R)-7-methoxy-2-methyl-N-(1-(2-methyl-3-(trifluoromethyl)phenyl)ethyl)-6-(1-(tetrahydro-2H-pyran-4-yl)piperidin-4-yl)pyrido[2,3-d]pyrimidin-4-amine